C(CCC)C1=NC2(C(N1)=O)CCCC2 2-butyl-4-oxo-1,3-diazaspiro[4.4]non-1-en